ethyl (S)-3-amino-3-(3-benzylphenyl)propanoate N[C@@H](CC(=O)OCC)C1=CC(=CC=C1)CC1=CC=CC=C1